2-(4-cyclopropyl-6-methoxypyrimidin-5-yl)-4-(4-(1-isopropyl-4-(trifluoromethyl)-1H-imidazol-2-yl)-3-methoxybenzyl)-6,7-dihydro-[1,2,4]triazolo[1,5-a]pyrimidin-5(4H)-one C1(CC1)C1=NC=NC(=C1C1=NN2C(N(C(CC2)=O)CC2=CC(=C(C=C2)C=2N(C=C(N2)C(F)(F)F)C(C)C)OC)=N1)OC